BrC=1C=NC=C(C1C(C#CC)O)F 1-(3-bromo-5-fluoropyridin-4-yl)but-2-yn-1-ol